C(#N)C=1C=C(C(=O)O)C=CC1N1CCC(CC1)C(OCCCC)OCCCC 3-Cyano-4-[4-(dibutoxymethyl)piperidin-1-yl]benzoic acid